ClC1=C(C=C(C=C1)C#N)C=1C=C2C(=NN(C2=CC1)C(C1=CC=CC=C1)(C1=CC=CC=C1)C1=CC=CC=C1)NC(=O)[C@H]1CN(CCC1)C(=O)OC(C(C)C)OC(C(C)C)=O 2-Methyl-1-[(2-methylpropanoyl)oxy]propyl (3R)-3-{[5-(2-chloro-5-cyanophenyl)-1-trityl-1H-indazol-3-yl]carbamoyl}piperidine-1-carboxylate